tert-butyl (R)-(2-(3-((3-carbamoyl-5-ethyl-6-(prop-1-en-2-yl) pyrazin-2-yl)amino)phenyl)propyl)carbamate C(N)(=O)C=1C(=NC(=C(N1)CC)C(=C)C)NC=1C=C(C=CC1)[C@H](CNC(OC(C)(C)C)=O)C